tert-butyl 6-[8-[(8-fluoro-2-methyl-imidazo[1,2-a]pyridin-6-yl)carbamoyl]quinoxalin-5-yl]-2,6-diazaspiro[3.3]heptane-2-carboxylate FC=1C=2N(C=C(C1)NC(=O)C=1C=CC(=C3N=CC=NC13)N1CC3(CN(C3)C(=O)OC(C)(C)C)C1)C=C(N2)C